(S)-2-Acetoxy-propionic acid (S)-2-[2-(5-bromo-quinoxalin-6-ylamino)-4,5-dihydro-imidazol-1-yl]-1-methyl-2-oxo-ethyl ester BrC1=C2N=CC=NC2=CC=C1NC=1N(CCN1)C([C@H](C)OC([C@H](C)OC(C)=O)=O)=O